C(N)(=O)CC[C@@H]([C@@H](C)OCC1=CC=C(C=C1)CCCOCCCCCOCCCC1=CC2=C(N(C(N2C)=O)C2C(NC(CC2)=O)=O)C=C1)NC(OC(C)(C)C)=O tert-butyl N-[(3S,4R)-1-carbamoyl-4-[(4-[3-[(5-[3-[1-(2,6-dioxopiperidin-3-yl)-3-methyl-2-oxo-1,3-benzodiazol-5-yl]propoxy]pentyl)oxy]propyl]phenyl)meth-oxy]pentan-3-yl]carbamate